FC1(C[C@H](NC1)C1=NN(C=N1)C1=C(C=C(C=N1)NC(CN1N=C(C=C1C)C(F)(F)F)=O)F)F (S)-N-(6-(3-(4,4-difluoropyrrolidin-2-yl)-1H-1,2,4-triazol-1-yl)-5-fluoropyridin-3-yl)-2-(5-methyl-3-(trifluoromethyl)-1H-pyrazol-1-yl)acetamide